Ammonium acetate pyrophosphate sodium iron manganese [Mn+2].[Fe+2].[Na+].[O-]P([O-])(=O)OP(=O)([O-])[O-].C(C)(=O)[O-].[NH4+]